ClC1=CC=C(C=C1)C1N(C[C@@H](CC1(F)F)N1C(CCC1)=O)C(=O)O 4-chlorophenyl-(5R)-3,3-difluoro-5-(2-oxopyrrolidin-1-yl)piperidine-1-carboxylic acid